CN(C(=O)N1C[C@H](CCC1)C1=CC=C(C=C1)NC(OCC1=CN=CO1)=O)C oxazol-5-ylmethyl (R)-(4-(1-(dimethylcarbamoyl)piperidin-3-yl)phenyl)carbamate